N-[4-[3-(difluoromethyl)phenyl]-2-(3,3-difluoropyrrolidin-1-yl)-3-pyridyl]-2-isopropyl-pyrimidine-5-carboxamide FC(C=1C=C(C=CC1)C1=C(C(=NC=C1)N1CC(CC1)(F)F)NC(=O)C=1C=NC(=NC1)C(C)C)F